FC=1C=C(C=CC1)N1C(=NC(=C1)C1=CC=CC=C1)SC(C)C1=CC=C(C=C1)C(F)(F)F 1-(3-Fluorophenyl)-4-phenyl-2-((1-(4-(trifluoromethyl)phenyl)ethyl)thio)-1H-imidazole